bis(2-methyl-3,4-epoxycyclohexylmethyl)adipate CC1C(CCC2C1O2)COC(CCCCC(=O)OCC2C(C1C(CC2)O1)C)=O